CCCCCCCCCCCCCC[C@H](C(=O)[O-])O The molecule is the R-enantiomer of 2-hydroxyhexadecanoate. It is a 2-hydroxyhexadecanoate and a (2R)-2-hydroxy fatty acid anion. It is a conjugate base of a (R)-2-hydroxyhexadecanoic acid. It is an enantiomer of a (S)-2-hydroxyhexadecanoate.